4-(4-methylpiperazin-1-yl)-6-(5-(4-methylpyridin-3-yl)-1H-pyrrolo[2,3-b]pyridin-3-yl)quinazoline CN1CCN(CC1)C1=NC=NC2=CC=C(C=C12)C1=CNC2=NC=C(C=C21)C=2C=NC=CC2C